C(C)(C)(C)OC(=O)N1C[C@@H]([C@@H](C1)O)CN (3S,4S)-tert-butyl-3-(aminomethyl)-4-hydroxypyrrolidine-1-carboxylate